C(C)[C@@H]1N(C[C@H](N(C1)C(C)C1=C(C=C(C=C1)F)C(F)(F)F)CC)C=1C=2C(N(C(C1)=O)C)=CNN2 7-((2S,5R)-2,5-diethyl-4-(1-(4-fluoro-2-(trifluoromethyl)phenyl)ethyl)piperazin-1-yl)-4-methyl-2,4-dihydro-5H-pyrazolo[4,3-b]pyridin-5-one